((4-(cyclooctyloxy)-3-hydroxy-2-methylene-4-oxobutanoyl)oxy)acetic acid C1(CCCCCCC1)OC(C(C(C(=O)OCC(=O)O)=C)O)=O